C(C1=CC=CC=C1)OC1=C(C=CC=C1)C(C(=O)O)N(CC1=CC=CC=C1)CC1=CC=CC=C1 2-(benzyloxy)phenyl-2-(dibenzylamino)acetic acid